2-(2-(2-(2-(2-phenoxyethoxy)ethoxy)ethoxy)ethoxy)ethyl acrylate C(C=C)(=O)OCCOCCOCCOCCOCCOC1=CC=CC=C1